(3-bromo-5-(trifluoromethoxy)phenyl)(4-methyl-4H-1,2,4-triazol-3-yl)methanol BrC=1C=C(C=C(C1)OC(F)(F)F)C(O)C1=NN=CN1C